(S)-1-((7-Cyano-2-(3'-((4-(((S)-3-hydroxypyrrolidin-1-yl)methyl)-1,7-naphthyridin-8-yl)amino)-2,2'-dimethyl-[1,1'-biphenyl]-3-yl)benzo[d]oxazol-5-yl)methyl)pyrrolidin C(#N)C1=CC(=CC=2N=C(OC21)C=2C(=C(C=CC2)C2=C(C(=CC=C2)NC=2N=CC=C1C(=CC=NC21)CN2C[C@H](CC2)O)C)C)CN2CCCC2